N-(4-(3-chloro-4-fluoroanilino)-7-(2-(3-oxa-bicyclo[3.1.0]hex-6-yl)ethynyl)quinazolin-6-yl)-4-(dimethylamino)but-2-enamide ClC=1C=C(NC2=NC=NC3=CC(=C(C=C23)NC(C=CCN(C)C)=O)C#CC2C3COCC23)C=CC1F